hexa(naphthyl)-biphenyl C1(=CC=CC2=CC=CC=C12)C1=C(C=CC=C1)C1=C(C(=C(C(=C1C1=CC=CC2=CC=CC=C12)C1=CC=CC2=CC=CC=C12)C1=CC=CC2=CC=CC=C12)C1=CC=CC2=CC=CC=C12)C1=CC=CC2=CC=CC=C12